NC1=CC(=NC=C1)C1=CC=C2C=CC(=C(C2=C1)NC(C=C)=O)OC N-[7-(4-aminopyridin-2-yl)-2-methoxynaphthalen-1-yl]prop-2-enamide